5-{3-fluoro-4-[(6-methylpyridin-2-yl)oxy]phenyl}-6-(2-methyl-3-nitrophenyl)-7,8-dihydro-6H-imidazo[2',3':5,1]pyrrolo[2,3-d]pyrimidin-4-amine FC=1C=C(C=CC1OC1=NC(=CC=C1)C)C1=C2N(C=3N=CN=C(C31)N)CCN2C2=C(C(=CC=C2)[N+](=O)[O-])C